FC(C1=NN=C(O1)C1=CN=C(S1)N1C(CCC1C1=CC=CC=C1)=O)F 1-(5-(5-(difluoromethyl)-1,3,4-oxadiazol-2-yl)thiazol-2-yl)-5-phenylpyrrolidin-2-one